tert-butyl N-[2-methoxy-4-(trideuteriomethylcarbamoyl)phenyl]-N-prop-2-ynyl-carbamate COC1=C(C=CC(=C1)C(NC([2H])([2H])[2H])=O)N(C(OC(C)(C)C)=O)CC#C